2-(1-aminocyclobutyl)-2-hydroxy-N-thiazol-2-ylmethylacetamide hydrochloride Cl.NC1(CCC1)C(C(=O)NCC=1SC=CN1)O